(1R,2S)-2-benzyl-N-((S)-5-methyl-4-oxo-2,3,4,5-tetrahydrobenzo[b][1,4]oxazepin-3-yl)cyclopropane-1-carboxamide C(C1=CC=CC=C1)[C@H]1[C@@H](C1)C(=O)N[C@@H]1C(N(C2=C(OC1)C=CC=C2)C)=O